C(C1=CC=CC=C1)S(=O)CCC1=C(N=CC=2N=C(N=C(C21)N)N2CCN(CC2)C)Cl (2-(benzylsulfinyl)ethyl)-6-chloro-2-(4-methylpiperazin-1-yl)pyrido[3,4-d]pyrimidin-4-amine